N(=NC1=CC=CC=C1)C1=CC=CC=C1 1,1'-azobenzene